ClC1=CC=C(C=C1)NC1=CC(=NC(=N1)N1CCOCC1)C1CN(C1)C(=O)C1=NC=C(C=C1)OC (3-(6-((4-chlorophenyl)amino)-2-morpholinopyrimidin-4-yl)azetidine-1-yl)(5-methoxypyridin-2-yl)methanone